4-((S or R)-4-((1R,5S)-3,8-diazabicyclo[3.2.1]octan-3-yl)-6-chloro-8-fluoro-2-(3-morpholinopropoxy)quinazolin-7-yl)naphthalen-2-ol [C@H]12CN(C[C@H](CC1)N2)C2=NC(=NC1=C(C(=C(C=C21)Cl)C2=CC(=CC1=CC=CC=C21)O)F)OCCCN2CCOCC2